N=1SN=C2C1C(=CC=C2C2=CC=C(C=C2)C2=CC(=CC(=C2)C(=O)O)C(=O)O)C2=CC=C(C=C2)C2=CC(=CC(=C2)C(=O)O)C(=O)O 4',4'''-(benzo[c][1,2,5]thiadiazole-4,7-diyl)bis([1,1'-biphenyl]-3,5-dicarboxylic acid)